5-bromo-2,6-di(1H-pyrazol-1-yl)-pyrimidin-4-amine sulfate salt S(=O)(=O)(O)O.BrC=1C(=NC(=NC1N1N=CC=C1)N1N=CC=C1)N